(S)-1-(3-methoxyphenyl)ethanol COC=1C=C(C=CC1)[C@H](C)O